C(C)(C)(C)OC(N(C)CC1=CN=C2N1C=C(C=C2)C2=C(C(=C(C=C2)F)F)OCCC=2C(=NN(C2C)C)C(C(C)(C)C)O)=O tert-butyl-((6-(3,4-difluoro-2-(2-(3-(1-hydroxy-2,2-dimethylpropyl)-1,5-dimethyl-1H-pyrazol-4-yl)ethoxy)phenyl)imidazo[1,2-a]pyridine-3-yl)methyl)(methyl)carbamate